methyl 4-amino-3-bromo-1-(4-((4-(trifluoromethyl) pyridin-2-yl) carbamoyl) phenyl)-1H-pyrazole-5-carboxylate NC=1C(=NN(C1C(=O)OC)C1=CC=C(C=C1)C(NC1=NC=CC(=C1)C(F)(F)F)=O)Br